C(C)(C)(C)OC(=O)N1C(CCCC1)C1=CC2=C(N=C(N=C2Cl)C)C=N1 (4-chloro-2-methylpyrido[3,4-d]pyrimidin-6-yl)piperidine-1-carboxylic acid tert-butyl ester